[Br-].C(#N)[N+]1=CC=C(C=C1)N(C)C 1-cyano-4-dimethylaminopyridinium bromide